N-[(2S,3R,4S)-2-[(3'-chloro-2-fluoro[1,1'-biphenyl]-3-yl)methyl]-4-fluoro-1-(2-methylpropanoyl)pyrrolidin-3-yl]ethane-sulfonamide ClC=1C=C(C=CC1)C1=C(C(=CC=C1)C[C@@H]1N(C[C@@H]([C@@H]1NS(=O)(=O)CC)F)C(C(C)C)=O)F